BrC=1C(=NSC1CN1N=CN=C1C1=C(C=C(C=C1)F)C(C)O)CC 1-(2-(1-((4-bromo-3-ethylisothiazole-5-yl)methyl)-1H-1,2,4-triazol-5-yl)-5-fluorophenyl)ethan-1-ol